12-(2,4-difluorophenyl)-7-fluoro-11-[1-(2-methoxyethyl)pyrrolidin-3-yl]-2,3,10-triazatricyclo[7.3.1.0^{5,13}]trideca-1,5(13),6,8-tetraen-4-one FC1=C(C=CC(=C1)F)C1C(NC2=CC(=CC=3C(NN=C1C32)=O)F)C3CN(CC3)CCOC